OC=1N=CC(=NC1)C(=O)N1CC2(CN(C2)C(=O)C2(CC2)C(F)(F)F)[C@@H](C1)C(=O)N1C(OC[C@H]1C1=CC=CC=C1)=O (R)-3-((S)-6-(5-hydroxypyrazine-2-carbonyl)-2-(1-(trifluoromethyl)cyclopropane-1-carbonyl)-2,6-diazaspiro[3.4]octane-8-carbonyl)-4-phenyloxazolidin-2-one